C1(CC1)NC(=O)C=1C=NC=CC1 N-cyclopropyl-pyridine-3-carboxamide